CC=1C(=NC=CC1)C(=O)O methylcarboxypyridin